perfluorohexyl-ethyl-sulfonyl-acetic acid FC(C(=O)O)(S(=O)(=O)C(C(F)(F)F)(F)F)C(C(C(C(C(C(F)(F)F)(F)F)(F)F)(F)F)(F)F)(F)F